N1(CCNCCC1)C1=NC=2CCCCC2C(=N1)NC=1C=C2C=NNC2=CC1 2-(1,4-diazacycloheptan-1-yl)-N-(1H-indazol-5-yl)-5,6,7,8-tetrahydroquinazolin-4-amine